iodothymine CC1=CN(C(=O)NC1=O)I